tert-Butyl 1-((4-chlorophenoxy)methyl)-4-((S)-(3-fluorophenyl)(hydroxy)methyl)-7-azabicyclo[2.2.1]heptane-7-carboxylate ClC1=CC=C(OCC23CCC(CC2)(N3C(=O)OC(C)(C)C)[C@@H](O)C3=CC(=CC=C3)F)C=C1